O1C=NC2=C1C(=CC=C2)C(=O)O benzo[d]Oxazole-7-carboxylic acid